1-bromo-4-methyl-2-(prop-2-en-1-yloxy)benzene tert-butyl-8,9-difluoro-1,6-dioxo-1,4,5,6-tetrahydrobenzo[c][1,7]naphthyridine-3(2H)-carboxylate C(C)(C)(C)OC(=O)N1CC(C=2C3=C(C(NC2C1)=O)C=C(C(=C3)F)F)=O.BrC3=C(C=C(C=C3)C)OCC=C